methyl 4-[({4-[2-(4-chloro-2-fluorophenyl)-2-methyl-1,3-benzodioxol-4-yl]piperidin-1-yl}acetyl)amino]-3-{[(1-ethyl-1H-imidazol-5-yl)methyl]amino}benzoate ClC1=CC(=C(C=C1)C1(OC2=C(O1)C=CC=C2C2CCN(CC2)CC(=O)NC2=C(C=C(C(=O)OC)C=C2)NCC2=CN=CN2CC)C)F